2,2,2-trifluoro-1-(4-(pyridin-4-ylmethyl)thiazol-2-yl)ethan-1-one FC(C(=O)C=1SC=C(N1)CC1=CC=NC=C1)(F)F